5-((1-benzylpiperidin-4-yl)amino)-3-fluoro-N-(6-fluoropyridin-2-yl)-4-methylpyridine-2-sulfonamide C(C1=CC=CC=C1)N1CCC(CC1)NC=1C(=C(C(=NC1)S(=O)(=O)NC1=NC(=CC=C1)F)F)C